C(CCCCCCCCCCCCC)C1CC(CCC1)CCCCCCCCCCCCCC 1,3-ditetradecyl-(cyclohexane)